(3R,5R)-5-fluoro-1-(5-(4-fluoro-2-methoxyphenyl)imidazo[2,1-b][1,3,4]thiadiazol-2-yl)piperidin-3-amine F[C@@H]1C[C@H](CN(C1)C1=NN2C(S1)=NC=C2C2=C(C=C(C=C2)F)OC)N